C1(CC1)N1NC(C=C1)=O 2-cyclopropyl-5-oxopyrazole